CN1OC(C2C1C(CC(C2)(C)C2=C(C#N)C=CC=C2)C)(C)C 2-(1,3,3,5,7-pentamethyloctahydrobenzo[c]isoxazol-5-yl)benzonitrile